{3-(4-fluorophenyl)-4-[6-(2-methyl-1,3-thiazol-4-yl)furo[2,3-d]pyrimidin-4-yl]-1H-pyrazol-1-yl}-1λ6-thietane-1,1-dione FC1=CC=C(C=C1)C1=NN(C=C1C=1C2=C(N=CN1)OC(=C2)C=2N=C(SC2)C)C2S(CC2)(=O)=O